N-(9-fluorenylmethoxycarbonyl)-L-glutamic acid-5-tert-butyl ester C(C)(C)(C)OC(CC[C@H](NC(=O)OCC1C2=CC=CC=C2C=2C=CC=CC12)C(=O)O)=O